FC=1C=C(COC2=NC(N3C(N4C(COCC4)C3)=C2)=O)C=C(C1)F 7-((3,5-difluorobenzyl)oxy)-3,4,11,11a-tetrahydropyrimido[6',1':2,3]imidazo[5,1-c][1,4]oxazin-9(1H)-one